ClC1=C(C=C2C=C(C(NC2=C1)=O)C(=O)O)C1=CC=C(C=C1)C1=C(C=CC=C1)O 7-chloro-6-(2'-hydroxy-[1,1'-biphenyl]-4-yl)-2-oxo-1,2-dihydroquinoline-3-carboxylic acid